tert-butyl (2,5-dichloropyridin-4-yl)(4-methoxybenzyl)carbamate ClC1=NC=C(C(=C1)N(C(OC(C)(C)C)=O)CC1=CC=C(C=C1)OC)Cl